OCCC1CN(CC1)C1=CC=C(C=C1)C1CCN(CC1)C1=CC(=C(C#N)C=C1)C(F)(F)F 4-[4-[4-[3-(2-hydroxyethyl)pyrrolidin-1-yl]phenyl]-1-piperidinyl]-2-(trifluoromethyl)benzonitrile